[(biphenylyl)benzoselenophenyl]biphenyl C1(=C(C=CC=C1)C1=C([Se]C2=C1C=CC=C2)C2=C(C=CC=C2)C2=CC=CC=C2)C2=CC=CC=C2